1-(3-chloro-2-fluorobenzyl)-4-((3-fluoro-4-isopropoxy-6-((5-meth-yl-1H-pyrazol-3-yl)amino)pyridin-2-yl)methyl)piperidine-4-carboxylic acid ClC=1C(=C(CN2CCC(CC2)(C(=O)O)CC2=NC(=CC(=C2F)OC(C)C)NC2=NNC(=C2)C)C=CC1)F